5-bromo-4-(2-chloro-4-fluorophenyl)-1-hydroxy-2(1H)-pyridone BrC=1C(=CC(N(C1)O)=O)C1=C(C=C(C=C1)F)Cl